4-{[5-(2-chlorophenyl)-6-oxo-1,6-dihydropyridazin-1-yl]Methyl}piperidine-1-carboxylic acid tert-butyl ester C(C)(C)(C)OC(=O)N1CCC(CC1)CN1N=CC=C(C1=O)C1=C(C=CC=C1)Cl